OCC1=C(N=NN1C)C1=CC=C(C(=N1)C)C1OCCC(C1)CC(=O)OCC ethyl 2-(2-{6-[5-(hydroxymethyl)-1-methyl-1H-1,2,3-triazol-4-yl]-2-methylpyridin-3-yl}oxan-4-yl)acetate